C(C(=C(C(C=O)([2H])[2H])[2H])[2H])(=O)[2H] Glutaconaldehyde-d5